ClC1=CC(=NC=N1)NC(=O)[C@H]1[C@@](C1)(C1=NC=CC(=N1)C)F |r| rac-(1S*,2S*)-N-(6-chloropyrimidin-4-yl)-2-fluoro-2-(4-methylpyrimidin-2-yl)cyclopropane-1-carboxamide